COC=1C=C2C=C(C=NC2=CC1OCCCN1CCNCC1)C#N 6-methoxy-7-[3-(piperazin-1-yl)propoxy]quinoline-3-carbonitrile